2,3-dihydroxystearic acid propyl ester C(CC)OC(C(C(CCCCCCCCCCCCCCC)O)O)=O